2-[[6-[5-Chloro-3-[1-[(3,3-difluorocyclobutyl)methyl]-5-methyl-pyrazol-4-yl]quinoxalin-6-yl]oxy-2-methyl-benzimidazol-1-yl]methoxy]ethyl-trimethyl-silane ClC1=C2N=C(C=NC2=CC=C1OC=1C=CC2=C(N(C(=N2)C)COCC[Si](C)(C)C)C1)C=1C=NN(C1C)CC1CC(C1)(F)F